N1([C@H](CC1)C(=O)OCC1=CC=CC=C1)C(=O)OC(C)(C)C 2-benzyl 1-(tert-butyl) (R)-azetidine-1,2-dicarboxylate